[Na+].[Na+].C12C(C(C(CC1)C2)C(=O)[O-])C(=O)[O-] bicyclo(2.2.1)heptane-2,3-dicarboxylic acid, disodium salt